1-({2-[(cis)-4-(2-Chloro-4-fluorophenyl)cyclohexyl]-ethyl}amino)cyclopentan ClC1=C(C=CC(=C1)F)[C@H]1CC[C@H](CC1)CCNC1CCCC1